1-(3-chlorophenyl)-3-(3-(3-cyanoquinoxaline-6-carbonyl)-4-fluorophenyl)urea ClC=1C=C(C=CC1)NC(=O)NC1=CC(=C(C=C1)F)C(=O)C=1C=C2N=C(C=NC2=CC1)C#N